5,7-difluoro-2H-chromene-3-carboxylic acid FC1=C2C=C(COC2=CC(=C1)F)C(=O)O